FC(C(=O)O)(F)F.FC(C(=O)O)(F)F.FC(C(=O)O)(F)F.C(C1=CC=CC=C1)OC([C@H](CCC(=O)N(CCN)CCN)N)=O (2S)-2-amino-5-[bis(2-aminoethyl)amino]-5-oxo-pentanoic acid benzyl ester tris(trifluoroacetic acid) salt